5-chloro-2-[2-[3-(trifluoromethyl)-5-isoxazolyl]-3-fluorophenoxy]pyrimidine ClC=1C=NC(=NC1)OC1=C(C(=CC=C1)F)C1=CC(=NO1)C(F)(F)F